N(CCO)CCO.CC1=C(C=2N(C=CC2S1)CC1=CC=C(C=C1)C(F)(F)F)C(=O)NC1(CC1)C1=CC=C(C(=O)O)C=C1 4-(1-{[2-methyl-4-(4-trifluoromethyl-benzyl)-4H-thieno[3,2-b]pyrrole-3-carbonyl]-amino}-cyclopropyl)-benzoic acid diethanolamine salt